FC(CN1N=C(C=2C1=NC(=CN2)N2CCC1(CCN(C1)C1=NC=CC(=C1)C(F)(F)F)CC2)C)F 8-[1-(2,2-difluoroethyl)-3-methyl-1H-pyrazolo[3,4-b]pyrazin-6-yl]-2-[4-(trifluoromethyl)pyridin-2-yl]-2,8-diazaspiro[4.5]decane